6-chloro-7-(5-chloro-2-(4-chloro-1H-1,2,3-triazol-1-yl)phenyl)furo[3,2-b]Pyridin ClC=1C(=C2C(=NC1)C=CO2)C2=C(C=CC(=C2)Cl)N2N=NC(=C2)Cl